CC1(C(N(C(N1CCN1CCOCC1)=O)CC1=NC(=NO1)C1=CC(=C(C=C1)OC1=C(C=CC=C1)S(=O)(=O)C[C@@H]1OCCC1)C(F)(F)F)=O)C |o1:38| (R or S)-5,5-dimethyl-1-(2-morpholinoethyl)-3-((3-(4-(2-(((tetrahydrofuran-2-yl)methyl)sulfonyl)phenoxy)-3-(trifluoromethyl)phenyl)-1,2,4-oxadiazol-5-yl)methyl)imidazolidine-2,4-dione